3,7-dihydro-1H-purine-2,6-dion N1C(NC=2N=CNC2C1=O)=O